ClC=1C=CC2=C(CCC=3C(=NC=CC3)C2=C2CCN(CC2)CC(O)C2=C(N=C3SC=CN32)C)C1 2-(4-(8-chloro-5,6-dihydro-11H-benzo-[5,6]cyclohepta[1,2-b]pyridin-11-ylidene)-piperidin-1-yl)-1-(6-methylimidazo[2,1-b]thiazol-5-yl)ethan-1-ol